(4-(2-fluorophenyl)-6-(2-(trifluoromethyl)pyridin-4-ylamino)-1,3,5-triazin-2-ylamino)-2-methylpropan-2-ol FC1=C(C=CC=C1)C1=NC(=NC(=N1)NC1=CC(=NC=C1)C(F)(F)F)NCC(C)(O)C